1,4-bis(n-dodecylthiocarbonylthiomethyl)benzene C(CCCCCCCCCCC)C(=S)SCC1=CC=C(C=C1)CSC(=S)CCCCCCCCCCCC